FC(OC1=CC=CC=2C(N([C@H]3C=4N([C@@H](C21)C3)C3=C(N4)C=CC(=C3)C#CCCCCO)C([2H])([2H])[2H])=O)F (7R,14R)-1-(difluoromethoxy)-11-(6-hydroxyhex-1-yn-1-yl)-6-(methyl-d3)-6,7-dihydro-7,14-methanobenzo[f]benzo[4,5]imidazo[1,2-a][1,4]diazocin-5(14H)-one